1-[3-methyl-4-(1H-pyrrolo[2,3-b]pyridin-4-yloxy)phenyl]-3-[3-(trifluoromethyl)phenyl]-2-imidazolidinone CC=1C=C(C=CC1OC1=C2C(=NC=C1)NC=C2)N2C(N(CC2)C2=CC(=CC=C2)C(F)(F)F)=O